COC1=CC=C(C=C1)C(NCCNC([C@@H](CC(N(CCCOCCCCCCCC\C=C/CCCCCCCC)CCCOCCCCCCCC\C=C/CCCCCCCC)=O)NC(OCC1C2=CC=CC=C2C=2C=CC=CC12)=O)=O)=O (9H-fluoren-9-yl)methyl (R,Z)-1-(4-methoxyphenyl)-10-(3-((Z)-octadec-9-enyloxy)propyl)-1,6,9-trioxo-14-oxa-2,5,10-triazadotriacont-23-en-7-yl-carbamate